Methyl 2-methyl-2-[32-methyl-20-oxo-14-oxa-8,9,10,21-tetraazahexacyclo[19.5.3.216,19.13,7.06,10.024,28]dotriaconta-1(26),3(32),4,6,8,16,18,24,27,30-decaen-2-yl]propanoate CC(C(=O)OC)(C)C1C2=CC=C3CCN(C(C4=CC=C(COCCCN5N=NC6=C5C=CC1=C6C)C=C4)=O)CC3=C2